NC1=C(SC(=C1)C)C(=O)OC methyl 3-amino-5-methyl-2-thiophenecarboxylate